O=O.[Li] lithium oxyoxide